C1(CCCCC1)NC=1C2=C(N=C(N1)N(CCC1CCOCC1)C)CC[S+]2[O-] N4-cyclohexyl-N2-methyl-5-oxido-N2-(2-tetrahydropyran-4-ylethyl)-6,7-dihydro-thieno[3,2-d]pyrimidin-5-ium-2,4-diamine